FC1=CC=C(C=C1)[C@@H](C)N(CC=C(C1=CC=C(C=C1)OC)C1=CC=C(C=C1)OC)CCN1CCCC1 (R)-N-(1-(4-Fluorophenyl)ethyl)-3,3-bis(4-methoxyphenyl)-N-(2-(pyrrolidin-1-yl)ethyl)prop-2-en-1-amine